2-((5-(4-ethylphenyl)-4H-1,2,4-triazol-3-yl)thio)-1-phenylpropan-1-on C(C)C1=CC=C(C=C1)C=1NC(=NN1)SC(C(=O)C1=CC=CC=C1)C